N-(5-(6-(3-acetyl-5-(trifluoromethyl)phenyl)-1-oxo-3,4-dihydroisoquinolin-2(1H)-yl)-2-hydroxyphenyl)methanesulfonamide C(C)(=O)C=1C=C(C=C(C1)C(F)(F)F)C=1C=C2CCN(C(C2=CC1)=O)C=1C=CC(=C(C1)NS(=O)(=O)C)O